C(#N)C=1C(=NC(=C(C1CC)C#N)N1CCN(CCC1)CCCN1CCCC1)N[C@@H](C(=O)N)C1=CC=CC=C1 (R)-2-((3,5-dicyano-4-ethyl-6-(4-(3-(pyrrolidin-1-yl)propyl)-1,4-diazepan-1-yl)pyridin-2-yl)amino)-2-phenylacetamide